C(C)OC(\C=C(/N1CCCC1)\C1CC1)=O (Z)-3-cyclopropyl-3-(pyrrolidin-1-yl)acrylic acid ethyl ester